C(C)(C)C1=C(NC2=CC=C(C=C12)C1CCN(CC1)CC(=O)N(C)C)C=1C=C(C2=C(NC=N2)C1)C 2-(4-(3-isopropyl-2-(4-methyl-1H-benzo[d]imidazol-6-yl)-1H-indol-5-yl)piperidin-1-yl)-N,N-dimethylacetamide